bistrimethylammonium chlorid [Cl-].C[NH+](C)C.C[NH+](C)C.[Cl-]